BrC1=CN=C(C2=C1N=CN(C2=O)C)F 8-bromo-5-fluoro-3-methylpyrido[4,3-d]pyrimidin-4(3H)-one